CC1=C(C=CC=C1C)N1CCN(CC1)C(CN1N=C(C2=C1C[C@@H]1[C@H]2C1)C(=O)N1C[C@H](N[C@H](C1)C)C)=O 1-[4-(2,3-dimethylphenyl)piperazin-1-yl]-2-{(3bR,4aR)-3-[(3R,5S)-3,5-dimethylpiperazine-1-carbonyl]-3b,4,4a,5-tetrahydro-1H-cyclopropa[3,4]cyclopenta[1,2-c]pyrazol-1-yl}ethan-1-one